C(#N)C1=C(C=C(C=C1)NC1=NC=2N(C(=C1)NC1CC1)N=CC2C#N)CS(=O)(=O)C 5-((4-Cyano-3-((methylsulfonyl)methyl)phenyl)amino)-7-(cyclopropylamino)pyrazolo[1,5-a]pyrimidine-3-carbonitrile